3-(trifluoromethyl-sulfonyl)-2-naphthoic acid methyl ester COC(=O)C1=CC2=CC=CC=C2C=C1S(=O)(=O)C(F)(F)F